FC(C(=O)N1CC(C1)OC=1C(=NC=CC1C)NC1=CC=C(C=C1)C(F)(F)F)=C 2-Fluoro-1-(3-((4-methyl-2-((4-(trifluoromethyl)phenyl)amino)pyridin-3-yl)oxy)azetidin-1-yl)prop-2-en-1-one